terphenyl-diamine C1(=C(C(=CC=C1)N)N)C=1C(=CC=CC1)C1=CC=CC=C1